tert-Butyl [(2S)-1-hydroxy-3-methylbutan-2-yl]methylcarbamate OC[C@H](C(C)C)N(C(OC(C)(C)C)=O)C